rac-(1R,2S)-3,3-difluoro-2-[4-(propan-2-yl)piperazin-1-yl]cyclohexan-1-amine FC1([C@H]([C@@H](CCC1)N)N1CCN(CC1)C(C)C)F |r|